3-(N-(5-cyano-2-(pyridin-2-yl)phenyl)sulfamoyl)-4-cyclopropylbenzoic Acid C(#N)C=1C=CC(=C(C1)NS(=O)(=O)C=1C=C(C(=O)O)C=CC1C1CC1)C1=NC=CC=C1